O1C=CC2=C1C=CC(=C2)C=2C(=NC(=CN2)Cl)N2C(CC(CC2)C(=O)OC)C Methyl 1-(3-(benzofuran-5-yl)-6-chloropyrazin-2-yl)-2-methylpiperidine-4-carboxylate